tert-butyl (2R,6S)-4-(1-((7-fluoro-2-methyl-2H-indazol-5-yl)carbamoyl)-2,3-dihydro-1H-pyrrolo[2,3-b]pyridin-4-yl)-2,6-dimethylpiperazine-1-carboxylate FC1=CC(=CC2=CN(N=C12)C)NC(=O)N1CCC=2C1=NC=CC2N2C[C@H](N([C@H](C2)C)C(=O)OC(C)(C)C)C